CC1=CC2=C(C3=CC=C(C=C3C(=C2C=C1)O)C)O 2,6-dimethyl-9,10-dihydroxyanthracene